5-fluoro-N-methyl-N-(2,2,2-trifluoro-1-(p-tolyl)ethyl)pyridine-3-sulfonamide FC=1C=C(C=NC1)S(=O)(=O)N(C(C(F)(F)F)C1=CC=C(C=C1)C)C